BrC(C(=O)OCC)C(=O)OCC 1,3-diethyl 2-bromopropanedioate